OC[C@H]1N(CC1)C(=O)OC(C)(C)C tert-butyl (s)-2-(hydroxymethyl)azetidine-1-carboxylate